[N+](=O)([O-])C=1C(=CC(=NC1)N1CCCC1)N 5-nitro-2-(pyrrolidin-1-yl)pyridin-4-amine